3-fluoro-4-[(2S,6R)-2-[[6-[[(3S,4R)-4-fluoropyrrolidin-3-yl]amino]spiro[1H-isobenzofuran-3,3'-azetidine]-1'-yl]methyl]-6-methyl-morpholin-4-yl]pyrazolo[1,5-a]pyridine-7-carbonitrile FC=1C=NN2C1C(=CC=C2C#N)N2C[C@@H](O[C@@H](C2)C)CN2CC1(C2)OCC2=CC(=CC=C21)N[C@H]2CNC[C@H]2F